FC(C(C(C(C(C(C(C(C(C(C(F)(F)F)(F)F)(F)F)(F)F)(F)F)(F)F)(F)F)(F)F)(F)F)(F)F)(S)F perfluoroundecanethiol